NC1=CC=C(C(=N1)C1=C(C=C2C(=NC=NC2=C1)N1CCN(CC1)C(C=C)=O)C(C)(F)F)C(F)(F)F 1-[4-[7-[6-amino-3-(trifluoromethyl)-2-pyridinyl]-6-(1,1-difluoroethyl)quinazolin-4-yl]Piperazin-1-yl]Prop-2-en-1-one